C1(CC1)C(=O)NC1=NC=CC(=C1)OC1=C(C=C(C=C1)NC(=O)C1=NN(C(N1C)=O)C1=CC=C(C=C1)Cl)F (4-{[2-(cyclopropanecarboxamido)pyridin-4-yl]oxy}-3-fluorophenyl)-1-(4-chlorophenyl)-4-methyl-5-oxo-4,5-dihydro-1H-1,2,4-triazole-3-carboxamide